N[C@H](CC1=C(C2=NC(=CC(=C2S1)NCC=1OC=CC1)Cl)C1CC1)C 2-[(2S)-2-aminopropyl]-5-chloro-3-cyclopropyl-N-[(furan-2-yl)methyl]thieno[3,2-b]pyridin-7-amine